ClC1=CC=C(C(N1C[C@H](C)NC=1C=NNC(C1C(F)(F)F)=O)=O)C(=O)O (S)-6-chloro-2-oxo-1-(2-((6-oxo-5-(trifluoromethyl)-1,6-dihydropyridazin-4-yl)amino)propyl)-1,2-dihydropyridine-3-carboxylic acid